4-(difluoromethoxy)-3-[2-(5-fluoropyridin-3-yl)ethynyl]-N-[(5S,6S)-6-hydroxyspiro[2.4]heptane-5-yl]benzamide FC(OC1=C(C=C(C(=O)N[C@H]2CC3(CC3)C[C@@H]2O)C=C1)C#CC=1C=NC=C(C1)F)F